ClC=1C=C(C=CC1)[C@@H](CO)N1C(C=C(C=C1)C=1C=C2C(=NNC2=CC1)C1=CC(=NC=C1)C)=O (S)-1-(1-(3-chlorophenyl)-2-hydroxyethyl)-4-(3-(2-methyl-pyridin-4-yl)-1H-indazol-5-yl)pyridin-2(1H)-one